FC(S(=O)(=O)[O-])(F)F.CN1C=C(C2=CC=CC=C12)C(C=1C=C(C=CC1)C)[P+](C1=CC=CC=C1)(C1=CC=CC=C1)C1=CC=CC=C1 ((1-methyl-1H-indol-3-yl)(m-tolyl)methyl)triphenylphosphonium trifluoromethanesulfonate